BrC1=C(C=CC=C1F)C1N=C(NC(=C1C(=O)OCC)C1CCN(CC1)S(=O)(=O)[C@@H]1C[C@H](C1)C(=O)OC(C)(C)C)C=1SC=CN1 (trans)-Ethyl 4-(2-bromo-3-fluorophenyl)-6-(1-((3-(tert-butoxycarbonyl)cyclobutyl)sulfonyl)piperidin-4-yl)-2-(thiazol-2-yl)-1,4-dihydropyrimidine-5-carboxylate